hafnium phosphonate P([O-])([O-])=O.[Hf+4].P([O-])([O-])=O